N-(((2S,5R)-6-hydroxy-7-oxo-1,6-diazabicyclo[3.2.1]octan-2-yl)(imino)methyl)thiazole-2-carboxamide ON1[C@@H]2CC[C@H](N(C1=O)C2)C(NC(=O)C=2SC=CN2)=N